[4-(4-aminophenyl)-1-(thiophen-2-yl)-1H-pyrrol-2-yl](3,4,5-trimethoxyphenyl)methanone NC1=CC=C(C=C1)C=1C=C(N(C1)C=1SC=CC1)C(=O)C1=CC(=C(C(=C1)OC)OC)OC